C(C)C1=NC=2N(C(=C1)C(F)(F)F)N=C(N2)CCC(=O)O 3-(5-ethyl-7-(trifluoromethyl)-[1,2,4]triazolo[1,5-a]pyrimidin-2-yl)propanoic acid